(5S,8S,11S)-methyl 8-(cyclopropylmethyl)-11-(((R)-5,5-dimethyl-2-oxopyrrolidin-3-yl)methyl)-5-(naphthalen-1-ylmethyl)-3,6,9-trioxo-1-phenyl-2-oxa-4,7,10-triazadodecan-12-oate C1(CC1)C[C@H](NC([C@@H](NC(OCC1=CC=CC=C1)=O)CC1=CC=CC2=CC=CC=C12)=O)C(N[C@H](C(=O)OC)C[C@H]1C(NC(C1)(C)C)=O)=O